5-(3-iodophenyl)-1-methyl-1H-pyrazolo[4,3-b]pyridin-3-amine IC=1C=C(C=CC1)C1=CC=C2C(=N1)C(=NN2C)N